NC1=CC=C(C=2OC3=CC=CC=C3C(C2)=O)C=C1 4'-Aminoflavone